2-(benzo[d]thiazol-2-yl)-3,4,5,6-tetra(9H-carbazol-9-yl)benzonitrile S1C(=NC2=C1C=CC=C2)C2=C(C#N)C(=C(C(=C2N2C1=CC=CC=C1C=1C=CC=CC21)N2C1=CC=CC=C1C=1C=CC=CC21)N2C1=CC=CC=C1C=1C=CC=CC21)N2C1=CC=CC=C1C=1C=CC=CC21